C(N)(=O)C1=NC=CC(=C1)N1N(CC2=CC=CC(=C12)C)C[C@H]1OCC(CC1)(F)F N-(2-carbamoylpyridin-4-yl)-2-[[(2S)-5,5-difluorooxan-2-yl]methyl]-7-methylindazole